CC=1C(=NC=C(C1)NC(C(=O)N1[C@H](CC[C@@H](C1)C)C=1SC(=CC1)C(NC)=O)=O)NC(OC(C)(C)C)=O |r| rac-tert-butyl (3-methyl-5-(2-((2R,5S)-5-methyl-2-(5-(methylcarbamoyl)thiophen-2-yl)piperidin-1-yl)-2-oxoacetamido)pyridin-2-yl)carbamate